ClC1=C(C(=CC2=C1N=C(S2)C2=C1N=CC(=NC1=CC(=C2)C)OC)OCCN(C(=O)NC=2C=NC(=NC2)C)C)F 1-(2-((4-chloro-5-fluoro-2-(2-methoxy-7-methylquinoxalin-5-yl)benzo[d]Thiazol-6-yl)oxy)ethyl)-1-methyl-3-(2-methylpyrimidin-5-yl)urea